C(C=C)(=O)OCCCC/C(/C(=O)O)=C/C(=O)O Acryloyloxybutylmaleic acid